FC(C=1C=C(C=C(C1)C(F)(F)F)C1=NN(C=N1)\C=C/C(=O)NC(C)C=1C=NC(=NC1)C)(F)F (Z)-3-(3-(3,5-bis(trifluoromethyl)phenyl)-1H-1,2,4-triazol-1-yl)-N-(1-(2-methylpyrimidin-5-yl)ethyl)acrylamide